ClC1=CC=C(C=C1)OC1(CCCC1)C 1-chloro-4-[(1-methylcyclopentyl)oxy]benzene